4-fluoro-N-methyl-6-(2-methylimidazo[1,2-b]pyridazin-6-yl)-N-[(2s,4r)-2-methylpiperidin-4-yl]-1,3-benzothiazol-2-amine FC1=CC(=CC2=C1N=C(S2)N([C@H]2C[C@@H](NCC2)C)C)C=2C=CC=1N(N2)C=C(N1)C